ClC1=CC=C(C=C1)C1=NC=C2C(=N1)N(C(N(C2=O)CC(=O)NCC=2OC=CC2)=O)CC 7-(4-Chlorophenyl)-1-ethyl-N-(2-furanylmethyl)-1,4-dihydro-2,4-dioxopyrimido[4,5-d]pyrimidine-3(2H)-acetamide